C1=C(C=CC2=CC=CC=C12)C1=C2C=CC=CC2=C(C2=CC=CC=C12)C1=CC=C(C=C1)C1=NC2=C(N1C1=CC=CC=C1)C=CC=C2 2-(4-(10-(naphthalen-2-yl)anthracene-9-yl)phenyl)-1-phenyl-1H-benzo[d]imidazole